C(CCCCCC(C)C)OC1=C(C=CC=C1)S(=O)(=O)[O-] isononyl-oxy-benzenesulfonate